N=1SN=C2C1C=CC(=C2)C=O 2,1,3-benzothiadiazole-5-carbaldehyde